methyl 9-(4-hydroxyphenyl)-6,7-dihydro-5H-benzo[7]annulene-3-carboxylate OC1=CC=C(C=C1)C1=CCCCC2=C1C=CC(=C2)C(=O)OC